Methyl-3-[1-(oxetan-3-yl)imidazol-4-yl]-4-[[5-(trifluoromethyl)-2-pyridyl]amino]benzenesulfonamide CC1=C(C=CC(=C1C=1N=CN(C1)C1COC1)NC1=NC=C(C=C1)C(F)(F)F)S(=O)(=O)N